(2S)-2-[(3-hydroxy-4-methoxy-pyridine-2-carbonyl)amino]propionic acid (2-indazol-1-yl-1-methyl-propyl) ester N1(N=CC2=CC=CC=C12)C(C(C)OC([C@H](C)NC(=O)C1=NC=CC(=C1O)OC)=O)C